NC1=C(C=C(C=C1)N)C(C(C(C(F)(F)F)(F)F)(F)F)(F)F 2,5-diamino(perfluorobutyl)benzene